(1S,2S)-N-(tert-butyl)-2-(3-chlorophenyl)cyclopropane-1-sulfonamide C(C)(C)(C)NS(=O)(=O)[C@@H]1[C@@H](C1)C1=CC(=CC=C1)Cl